C(C1=CC=CC=C1)(=O)N[C@@H](C(C)C)C(=O)N1CCC(CC1)N(CC1=CC(=CC=C1)CNCC1=NC=CC=C1)CCC1=NC=CC=C1 N-[(N''-benzoylvalinyl)-4-piperidinyl]-N-[2-(2-pyridinyl)ethyl]-N'-(2-pyridinylmethyl)-1,3-benzenedimethanamine